CC(C)OC=1C=C2C(=NN(C2=CC1)C(C1=CC=CC=C1)(C1=CC=CC=C1)C1=CC=CC=C1)N 5-(propan-2-yloxy)-1-trityl-1H-indazol-3-amine